N=1C=NN2C1C=C(C=C2)OC2=CC=C(C=C2)NC2=NC=NC1=CC=C3C(=C21)OC[C@@H]2N(CCN3C2)C(=O)OC(C)(C)C tert-butyl (3R)-13-((4-([1,2,4]triazolo[1,5-a]pyridin-7-yloxy)phenyl)amino)-2,3,5,6-tetrahydro-4H-3,7-methano[1,4,7]oxadiazonino[2,3-f]quinazoline-4-carboxylate